N-(BUTAN-2-YL)-2-(3-CHLORO-2-FORMYLPHENOXY)PROPANAMIDE CC(CC)NC(C(C)OC1=C(C(=CC=C1)Cl)C=O)=O